dimethoxy(9-phenanthryl)(4-vinylphenyl)silane methylenedimethacrylate (methylenedimethacrylate) C(C=C(C(=O)O)C)C=C(C(=O)O)C.C(C=C(C(=O)O)C)C=C(C(=O)O)C.CO[Si](C1=CC=C(C=C1)C=C)(C=1C2=CC=CC=C2C=2C=CC=CC2C1)OC